(S)-5-(((R)-tert-butylsulfinyl)amino)-5,7-dihydrospiro[cyclopenta[b]pyridine-6,4'-piperidine]-1'-carboxylic acid C(C)(C)(C)[S@@](=O)N[C@@H]1C=2C(=NC=CC2)CC12CCN(CC2)C(=O)O